COC(=O)C=1C=C2C(C(N(C2=CC1N)C)=O)(C)CC 6-amino-3-ethyl-1,3-dimethyl-2-oxoindoline-5-carboxylic acid methyl ester